COC=1C=C(CN2C(N3C(C4=C2C=C(C=N4)N4CCOCC4)=NCC3C3=CC=CC=C3)=O)C=C(C1)OC 6-(3,5-dimethoxybenzyl)-8-(morpholin-4-yl)-3-phenyl-2,6-dihydroimidazo[1,2-c]pyrido[2,3-e]pyrimidin-5(3H)-one